C(C)OC(NC1=C(C=C(C=C1C)CNC1=CC(=CC=C1)F)C)=O {4-[(3-Fluoro-phenylamino)-methyl]-2,6-dimethyl-phenyl}-carbamic acid ethyl ester